C(C1=CC=CC=C1)NCCNCCCN N'-Benzyl-N-(3-aminopropyl)ethylenediamine